N-(3-pyridinyl)isoxazole-3-carboxamide N1=CC(=CC=C1)NC(=O)C1=NOC=C1